4-((R)-3-methylmorpholino)-2-(1H-pyrazol-3-yl)-6-((S)-4,4,4-trifluorobutan-2-yl)-8,9-dihydro-1,3,6,9a-tetraazabenzo[cd]azulene-7(6H)-one C[C@@H]1COCCN1C=1C=C2C3=C(C(=NN3CCC(N2[C@@H](C)CC(F)(F)F)=O)C2=NNC=C2)N1